2-(4-Fluoro-2-methyl-5-nitrophenyl)-1,3,5-triazine FC1=CC(=C(C=C1[N+](=O)[O-])C1=NC=NC=N1)C